(2E)-1-(2,6-Dimethoxyphenyl)-3-(furan-2-yl)prop-2-en-1-on COC1=C(C(=CC=C1)OC)C(\C=C\C=1OC=CC1)=O